(1H-pyrazol-4-yl)methan-amine N1N=CC(=C1)CN